NN1C(N(N=CC1=O)C1=CC(=C(C(=C1)Cl)OC1=NNC(C=2CCCCC12)=O)Cl)=O amino-2-(3,5-dichloro-4-((4-oxo-3,4,5,6,7,8-hexahydrophthalazin-1-yl)oxy)phenyl)-1,2,4-triazine-3,5(2H,4H)-dione